1-iodo-2-(2-methoxyethoxy)ethane ICCOCCOC